Sodium 6-(tert-butoxycarbonyl)-5,6,7,8-tetrahydro-1,6-naphthyridine-2-sulfonate C(C)(C)(C)OC(=O)N1CC=2C=CC(=NC2CC1)S(=O)(=O)[O-].[Na+]